CC(C=C(C(=O)OCCC)C(=O)OCCC)C(C)C di-n-propyl (2,3-dimethylbutylidene)malonate